C(C1=CC=CC=C1)(=O)NC1=NC(N(C=C1C)[C@@H]1O[C@]2(CN([C@@H]1[C@@H]2O)C(=O)NC)COC(C2=CC=CC=C2)(C2=CC=C(C=C2)OC)C2=CC=C(C=C2)OC)=O (1R,3R,4R,7S)-3-(4-benzoylamino-5-methyl-2-oxo-pyrimidin-1-yl)-1-[[bis(4-methoxyphenyl)-phenylmethoxy]methyl]-7-hydroxy-N-methyl-2-oxa-5-azabicyclo[2.2.1]heptane-5-carboxamide